FC=1C=C(C=C(C1OC)[N+](=O)[O-])COC[C@@H](C)[NH3+] [(1R)-2-[(3-fluoro-4-methoxy-5-nitro-phenyl)methoxy]-1-methyl-ethyl]ammonium